CN(C(OC(C)(C)C)=O)CCC1=CC=C(C=C1)CNC1=C2C(N(C(C2=CC=C1)=O)C1C(N(C(CC1)=O)C)=O)=O 1-Tert-butyl methyl(4-(((2-(1-methyl-2,6-dioxopiperidin-3-yl)-1,3-dioxoisoindolin-4-yl)amino)methyl) phenethyl)carbamate